N1(CCCCC1)CC=1C=C(OCCCN2SN=CC2)C=CC1 N-(3-(3-(1-piperidinylmethyl)phenoxy)propyl)-1,2,5-thiadiazole